(R)-4-(3-(benzyloxy)propyl)-1-(N-(tert-butoxycarbonyl)-N-methyl-L-leucyl)piperazine-2-carboxylic acid methyl ester COC(=O)[C@@H]1N(CCN(C1)CCCOCC1=CC=CC=C1)C([C@@H](N(C)C(=O)OC(C)(C)C)CC(C)C)=O